(R)-6-methyl-5-(8-methyl-[1,2,4]triazolo[1,5-a]pyridin-6-yl)-1-(1-neopentylpiperidin-3-yl)-1,3-dihydro-2H-benzo[d]imidazol-2-one CC=1C(=CC2=C(N(C(N2)=O)[C@H]2CN(CCC2)CC(C)(C)C)C1)C=1C=C(C=2N(C1)N=CN2)C